(3r,5r,7r)-1-ethyladamantane C(C)C12CC3CC(CC(C1)C3)C2